6-[(2S)-2-aminopropyl]-2-chloro-7-cyclopropyl-N-[(furan-2-yl)methyl]thieno[3,2-d]pyrimidin-4-amine trifluoroacetate FC(C(=O)O)(F)F.N[C@H](CC1=C(C=2N=C(N=C(C2S1)NCC=1OC=CC1)Cl)C1CC1)C